CC=1C=C(C=CC1O)C(C)(C1=CC=CC=C1)C1=CC(=C(C=C1)O)C 1,1-bis(3'-methyl-4'-hydroxyphenyl)-1-phenylethane